C(CCCCC)NC[Si](OC)(OC)OC Hexylaminomethyltrimethoxysilane